FC(OC=1C=C(C=CC1)N1N=CC2=C(C=CC=C12)NC(C1=C(C=CC(=C1)CNC(C(C)(C)C)=O)C(F)(F)F)=O)F N-{1-[3-(Difluoromethoxy)phenyl]-1H-indazol-4-yl}-5-{[(2,2-dimethylpropanoyl)amino]methyl}-2-(trifluoromethyl)benzamide